methyl 5-chloroimidazo[1,5-a]pyridine-7-carboxylate ClC1=CC(=CC=2N1C=NC2)C(=O)OC